[1,1'-bis(diphenylphosphoryl)ferrocene] palladium dichloride [Pd](Cl)Cl.C1(=CC=CC=C1)P(=O)(C1=CC=CC=C1)[C-]1C=CC=C1.[C-]1(C=CC=C1)P(=O)(C1=CC=CC=C1)C1=CC=CC=C1.[Fe+2]